C(N)(=O)C1(COC1)C1=CC=C(C=N1)N1C[C@@H](CCC1)NC(OC(C)(C)C)=O tert-butyl (R)-(1-(6-(3-carbamoyloxetan-3-yl)pyridin-3-yl)piperidin-3-yl)carbamate